6-chloro-3-(2-methoxypyridin-4-yl)-5-((3aR,5s,6aS)-2-((1-methyl-1H-pyrazol-4-yl)methyl)octahydrocyclopenta[c]pyrrol-5-yl)-1H-indazole ClC1=C(C=C2C(=NNC2=C1)C1=CC(=NC=C1)OC)C1C[C@@H]2[C@@H](CN(C2)CC=2C=NN(C2)C)C1